1-(1-oxo-5-((4-(2-(trifluoromethyl)phenyl)piperidin-1-yl)methyl)isoindolin-2-yl)dihydropyrimidine-2,4(1H,3H)-dione O=C1N(CC2=CC(=CC=C12)CN1CCC(CC1)C1=C(C=CC=C1)C(F)(F)F)N1C(NC(CC1)=O)=O